BrC=1C(=C2N(N=CC=C2)C1C1=CC=C(C=C1)[N+](=O)[O-])C(=O)N 6-bromo-7-(4-nitrophenyl)pyrrolo[1,2-b]pyridazine-5-carboxamide